COC1CC(NC1)C 4-methoxy-2-methyl-pyrrolidine